ClC=1N=C2C(=C(C(N(C2=CC1)C)=O)C#N)N1CCN(CC1)CC1=C(C=C(C=C1)C)F 6-Chloro-4-{4-[(2-fluoro-4-methylphenyl)methyl]piperazin-1-yl}-1-methyl-2-oxo-1,2-dihydro-1,5-naphthyridin-3-carbonitril